N1=CNC2=NC(=CC=C21)N2C(CCC2)([2H])C=2C(=NC=C(C2)F)O 3-(1-(3H-imidazo[4,5-b]pyridin-5-yl)pyrrolidin-2-yl-2-d)-5-fluoropyridin-2-ol